8-[(2S,5R)-4-[(4-fluorophenyl)(6-methylpyridin-2-yl)methyl]-2,5-dimethylpiperazin-1-yl]-5-methyl-6-oxo-5,6-dihydro-1,5-naphthyridine-2-carbonitrile FC1=CC=C(C=C1)C(N1C[C@@H](N(C[C@H]1C)C1=CC(N(C=2C=CC(=NC12)C#N)C)=O)C)C1=NC(=CC=C1)C